N-[1-(tert-butylphenyl)ethyl]-2-(6-{5-chloro-2-[(oxacyclohex-4-yl)amino]pyrimidin-4-yl}-1-oxo-2,3-dihydro-1H-isoindol-2-yl)acetamide C(C)(C)(C)C1=C(C=CC=C1)C(C)NC(CN1C(C2=CC(=CC=C2C1)C1=NC(=NC=C1Cl)NC1CCOCC1)=O)=O